C1CCC2=C(C=3CCCC3C=C12)NC(=O)N=[S@@](=O)(N)C=1C=NN2C1OC[C@H]2C (S,3R)-N'-((1,2,3,5,6,7-hexahydro-s-indacen-4-yl)carbamoyl)-3-methyl-2,3-dihydropyrazolo[5,1-b]oxazole-7-sulfonimidamide